NC1=NC=NC=2C3=C(\C(\C(C12)(C)C)=N/OC[C@H](C)O)C=C(C=C3)O[C@@H]3CC[C@H](CC3)N (2S)-1-[(Z)-[4-amino-8-(trans-4-aminocyclohexoxy)-5,5-dimethyl-benzo[h]quinazolin-6-ylidene]amino]oxypropan-2-ol